oxabicyclo[3.1.0]hexan C1COC2C1C2